C(C)(C)(C)C1=CC=C(C=C1)C=1N=C2N(C(C1C=C)=O)CCCC2 2-(4-tert-butylphenyl)-3-ethenyl-4H,6H,7H,8H,9H-pyrido[1,2-a]pyrimidin-4-one